NC=1C=C(C=C2C=CN=NC12)C=1C=NC=CC1CC 8-Amino-6-(4-ethyl-3-pyridyl)cinnolin